perfluorohexane fluorine [F].FC(C(C(C(C(C(F)(F)F)(F)F)(F)F)(F)F)(F)F)(F)F